OC1(COC12CCC(CC2)NC(OC(C)(C)C)=O)C(F)(F)F Tert-butyl (3-hydroxy-3-(trifluoromethyl)-1-oxaspiro[3.5]nonan-7-yl)carbamate